4-CHLORO-6-(TRIFLUOROMETHYL)PYRIDIN-2-YLBORONIC ACID ClC1=CC(=NC(=C1)C(F)(F)F)B(O)O